ClC=1C=C2C=NN(C2=CC1N1CCN(CCC1)C1(COC1)C)C=1C=NN(C1)C 5-chloro-1-(1-methyl-1H-pyrazol-4-yl)-6-(4-(3-methyloxetan-3-yl)-1,4-diazepan-1-yl)-1H-indazole